O(CCOCCCC=CC(=O)N)CCOCCCC=CC(=O)N oxybis(2,1-ethanediyloxy-3,1-propanediyl)bisacrylamide